C(C)(C)N(CCCCCCCCCCSC1=C2CN(C(C2=CC=C1)=O)C1C(NC(CC1)=O)=O)C(C)C 3-(4-((10-(diisopropylamino)decyl)thio)-1-oxoisoindolin-2-yl)piperidine-2,6-dione